tert-butyl (tert-butoxycarbonyl)(5-((4-methoxybenzyl)oxy)-1,7-naphthyridin-2-yl)carbamate C(C)(C)(C)OC(=O)N(C(OC(C)(C)C)=O)C1=NC2=CN=CC(=C2C=C1)OCC1=CC=C(C=C1)OC